C(=O)(OCC1C2=CC=CC=C2C2=CC=CC=C12)C(CCCCCC)(N)N Fmoc-heptanediamine